(((4-(3,8-diazabicyclo[3.2.1]octan-3-yl)-7-(8-ethynyl-7-fluoro-3-hydroxynaphthalen-1-yl)-8-fluoropyrido[4,3-d]pyrimidin-2-yl)oxy)methyl)cyclopropane-1-Carbonitrile trifluoroacetate FC(C(=O)O)(F)F.C12CN(CC(CC1)N2)C=2C1=C(N=C(N2)OCC2(CC2)C#N)C(=C(N=C1)C1=CC(=CC2=CC=C(C(=C12)C#C)F)O)F